5-hydroxy-N,6-dimethylpyrimidine-4-carboxamide OC=1C(=NC=NC1C)C(=O)NC